4-amino-2-(cyclopropylamino)pyrimidine-5-carbonitrile NC1=NC(=NC=C1C#N)NC1CC1